NC=1C(=CC(=C(C1)NC(OC(C)(C)C)=O)F)F t-butyl (5-amino-2,4-difluorophenyl)carbamate